N-((R)-(6-((R)-Cyclopropyl(2-(3,3-difluorocyclobutyl)acetamido)methyl)-1H-benzo[d]imidazol-2-yl)((S*)-5,5-difluorotetrahydro-2H-pyran-2-yl)methyl)-1-isopropyl-1H-pyrazole-5-carboxamide C1(CC1)[C@H](C=1C=CC2=C(NC(=N2)[C@@H](NC(=O)C2=CC=NN2C(C)C)[C@H]2OCC(CC2)(F)F)C1)NC(CC1CC(C1)(F)F)=O |o1:24|